methyl 7-(1-(adamantan-1-ylmethyl)-5-methyl-1H-pyrazol-4-yl)-3-(6-amino-5-fluoropyridin-3-yl)imidazo[1,2-a]pyridine-8-carboxylate C12(CC3CC(CC(C1)C3)C2)CN2N=CC(=C2C)C2=C(C=3N(C=C2)C(=CN3)C=3C=NC(=C(C3)F)N)C(=O)OC